(2S,3R)-1-(tert-butoxycarbonyl)-3-hydroxypyrrolidine-2-carboxylic acid C(C)(C)(C)OC(=O)N1[C@@H]([C@@H](CC1)O)C(=O)O